N-{[5-chloro-6-(5-methoxy-2-pyrazinyl)-2-indolyl]methyl}-perhydro-3-furamide ClC=1C=C2C=C(NC2=CC1C1=NC=C(N=C1)OC)CNC(=O)C1COCC1